2,6-Difluoro-N-(2-methoxy-5-(4-(8-((E)-4-oxopent-2-enoyl)-3,8-diazabicyclo[3.2.1]octan-3-yl)pyrido[3,2-d]pyrimidin-6-yl)pyridin-3-yl)benzenesulfonamide FC1=C(C(=CC=C1)F)S(=O)(=O)NC=1C(=NC=C(C1)C=1C=CC=2N=CN=C(C2N1)N1CC2CCC(C1)N2C(\C=C\C(C)=O)=O)OC